9,9'-((6-(4-(3,6-dimethyl-9H-carbazol-9-yl)phenyl)-4-(2-(4,6-diphenyl-1,3,5-triazin-2-yl)phenyl)pyridine-2,5-diyl)bis(4,1-phenylene))bis(3-methyl-9H-carbazole) CC=1C=CC=2N(C3=CC=C(C=C3C2C1)C)C1=CC=C(C=C1)C1=C(C(=CC(=N1)C1=CC=C(C=C1)N1C2=CC=CC=C2C=2C=C(C=CC12)C)C1=C(C=CC=C1)C1=NC(=NC(=N1)C1=CC=CC=C1)C1=CC=CC=C1)C1=CC=C(C=C1)N1C2=CC=CC=C2C=2C=C(C=CC12)C